O=C(/C=C/C1=CC=C(C(=O)O)C=C1)C1=CC=C(C=C1)OC(C)C 4-[(E)-3-Oxo-3-(4-propan-2-yloxyphenyl)prop-1-enyl]benzoic acid